CN1N=NC(=C1C=1C=C2C(=NC1)C1=C(N2[C@@H](C2CCOCC2)C2=CC=CC=C2)C(=NN1C)C(C)=O)C (S)-1-(6-(1,4-dimethyl-1H-1,2,3-triazol-5-yl)-1-methyl-4-(phenyl-(tetrahydro-2H-pyran-4-yl)methyl)-1,4-dihydropyrazolo[3',4':4,5]Pyrrolo[3,2-b]Pyridin-3-yl)ethan-1-one